2,2,2-trifluoro-N-(4-methoxybenzyl)-N-((2R,3S,5R)-5-methyl-2-(((triethylsilyl)oxy)methyl)pyrrolidin-3-yl)acetamide FC(C(=O)N([C@@H]1[C@@H](N[C@@H](C1)C)CO[Si](CC)(CC)CC)CC1=CC=C(C=C1)OC)(F)F